ClC=1C=C2C(=C3C1NC(NC31CCCCC1)=O)OC(=N2)CNCC2=C(C=C(C=C2)OC)OC 5-chloro-2-({[(2,4-dimethoxyphenyl)methyl]amino}methyl)-7,8-dihydro-6H-spiro[[1,3]oxazolo[5,4-f]quinazoline-9,1'-cyclohexane]-7-one